CO[C@H]1[C@H](N(C1)C1=CC(N(N=C1)CC=1C(=NOC1C)C=1C=NC(=CC1)C)=O)C 5-((2R,3R)-3-methoxy-2-methylazetidin-1-yl)-2-((5-methyl-3-(6-methylpyridin-3-yl)isoxazol-4-yl)methyl)pyridazin-3(2H)-one